sodium bis(laurylaminoglutamate) C(CCCCCCCCCCC)NN[C@@H](CCC(=O)[O-])C(=O)[O-].C(CCCCCCCCCCC)NN[C@@H](CCC(=O)[O-])C(=O)[O-].[Na+].[Na+].[Na+].[Na+]